N1=CC=C(C=C1)O 4-pyridinol